(1-(6-(3-methoxytetrahydrofuran-3-yl)pyridin-2-yl)-1H-pyrazolo[4,3-c]pyridin-6-yl)acetamide COC1(COCC1)C1=CC=CC(=N1)N1N=CC=2C=NC(=CC21)CC(=O)N